C(C1=CC=CC=C1)OC(=O)N1[C@@H](CCC1)C(N[C@H](C(=O)NC1=CC=C(C=C1)OC)C1=CC=C(C=C1)O)=O benzyl-(S)-2-(((S)-1-(4-hydroxyphenyl)-2-((4-methoxyphenyl)amino)-2-oxoethyl)-carbamoyl)-pyrrolidine-1-carboxylate